3-[(3-methoxypropyl)-amino]cyclohex-2-en COCCCNC1=CCCCC1